1-Phenyl-1H-[1,2,3]triazole-4-carboxylic acid {2-[4-(3-cyano-phenoxy)-piperidin-1-yl]-2-oxo-ethyl}-amide C(#N)C=1C=C(OC2CCN(CC2)C(CNC(=O)C=2N=NN(C2)C2=CC=CC=C2)=O)C=CC1